ClC(CC(C)=O)Cl 4,4-dichlorobutan-2-one